O1C(=CC=C1C(=O)O)C(=O)O.C=CC.C=CC dipropylene 2,5-furandicarboxylate